tert-Butyl 6-{[(2S)-2-[(4-ethyl-1,2,5-oxadiazole-3-carbonyl)amino]-2-(trans-4-methyl-cyclohexyl)acetyl]amino}-4-fluorospiro[indoline-3,4'-tetrahydropyran]-1-carboxylate C(C)C=1C(=NON1)C(=O)N[C@H](C(=O)NC1=CC(=C2C(=C1)N(CC21CCOCC1)C(=O)OC(C)(C)C)F)[C@@H]1CC[C@H](CC1)C